CC1=C(C(=CC=C1C)C(C)(C)C)O methyl-3-methyl-6-tert-butylphenol